N1(CCCC1)CC1=CC=C(CC2=C3C(=C(C(=NC3=CC=C2)N)N)N)C=C1 (4-(pyrrolidin-1-ylmethyl)benzyl)quinoline-2,3,4-triamine